2,3-Dimethoxybenzyl alcohol COC1=C(CO)C=CC=C1OC